FC(OC[C@H]1N(C[C@H](C1)OC1=NC=CC=C1)C1=CC=C(C(=O)OC)C=C1)F methyl 4-((2S,4S)-2-((difluoromethoxy)methyl)-4-((pyridin-2-yl)oxy)pyrrolidin-1-yl)benzoate